OC1(C(NC2=CC=CC=C12)=O)CC(C)=O 3-hydroxy-3-(2-oxopropyl)-1H-indol-2-one